hydroquinone disalicylate C(C=1C(O)=CC=CC1)(=O)O.C(C=1C(O)=CC=CC1)(=O)O.C1(O)=CC=C(O)C=C1